COC(C1=C(C=C(C(=C1)OC)OC)C1=CC(N(C(=C1)C)CC1=CC=CC=C1)=O)=O 2-(1-Benzyl-6-methyl-2-oxo-1,2-dihydropyridin-4-yl)-4,5-dimethoxybenzoic acid methyl ester